C(CCCC)(=O)NC1CN(CCC1)C(=O)OC(C)(C)C tert-butyl 3-pentanamidopiperidine-1-carboxylate